FC1=C(C(=CC(=C1)NC=1C=2N(C=CN1)C(=CN2)C=2C(=NN(C2)CCF)C(F)(F)F)C)C(=O)N2CCNCC2 [2-fluoro-4-[[3-[1-(2-fluoroethyl)-3-(trifluoromethyl)pyrazol-4-yl]imidazo[1,2-a]pyrazin-8-yl]amino]-6-methylphenyl]-piperazin-1-ylmethanone